4,4'-[(3,4-dihydroxyphenyl)methylene]bis(2-methylphenol) OC=1C=C(C=CC1O)C(C1=CC(=C(C=C1)O)C)C1=CC(=C(C=C1)O)C